ClC1=NC(=C2N=CNC2=N1)N1[C@H](CN([C@@H](C1)C)C(C1=NC=C(C=C1)OC(F)(F)F)C1=CC=C(C=C1)F)C 2-chloro-6-((2S,5R)-4-((4-fluorophenyl)(5-(trifluoromethoxy)pyridin-2-yl)methyl)-2,5-dimethylpiperazin-1-yl)-9H-purine